C(C)(C)(C)OC(=O)N(C1CCC(CC1)N1N=C2C=C(C(=CC2=C1)C(=O)OC)OC)C methyl 2-((1r,4r)-4-((tert-butoxycarbonyl)(methyl)amino)cyclohexyl)-6-methoxy-2H-indazole-5-carboxylate